3,4-dimethoxy-5-nitrobenzoic acid methyl ester COC(C1=CC(=C(C(=C1)[N+](=O)[O-])OC)OC)=O